ClC1=CC=C(C=C1)C(C(=O)N)C=1C(=NC(=CC1C)N1CCOCC1)C 2-(4-Chloro-phenyl)-(2,4-dimethyl-6-morpholin-4-yl-pyridin-3-yl)-acetamide